C12(CC(C1)C2)NC(=O)C=2C(N(C1=NC=C(C=C1C2)C2=CC=C(C=C2)OC)CCN2CCOCC2)=O N-(bicyclo[1.1.1]pent-1-yl)-6-(4-methoxyphenyl)-1-(2-morpholinoethyl)-2-oxo-1,2-dihydro-1,8-naphthyridine-3-carboxamide